tert-butyl (S)-(1-(2,6-dimethyl-4-(methylcarbamoyl)phenyl)-3-(1,3-dioxoisoindolin-2-yl)-propan-2-yl)carbamate CC1=C(C(=CC(=C1)C(NC)=O)C)C[C@@H](CN1C(C2=CC=CC=C2C1=O)=O)NC(OC(C)(C)C)=O